ClC=1C(=NC=CC1SC=1N=C2C(=NC1)NC(=C2)Cl)N 3-Chloro-4-((6-chloro-5H-pyrrolo[2,3-b]pyrazin-2-yl)thio)pyridin-2-amine